1,7-dicarboxylnaphthalene C(=O)(O)C1=CC=CC2=CC=C(C=C12)C(=O)O